(5-chloro-4-fluoro-6-methoxy-1H-indol-2-yl)methanamine ClC=1C(=C2C=C(NC2=CC1OC)CN)F